7-(2-(4-Chloro-3-fluorophenoxy)-2-methylpropyl)-2-thia-7-azaspiro[3.5]nonane 2,2-dioxide ClC1=C(C=C(OC(CN2CCC3(CS(C3)(=O)=O)CC2)(C)C)C=C1)F